C(C)(C)(C)OC(=O)N1CCC(CC1)OC=1N=C2C(=NC1)N(C=C2C2=NN(C=N2)C(C)C)COCC[Si](C)(C)C tert-butyl-4-[(7-[1-(propan-2-yl)-1H-1,2,4-triazol-3-yl]-5-{[2-(trimethylsilyl)ethoxy]methyl}-5H-pyrrolo[2,3-b]pyrazin-2-yl)oxy]piperidine-1-carboxylate